Di(aziridin-1-yl)phosphinic acid (S)-4-((2,4'-difluoro-[1,1'-biphenyl]-4-yl) oxy)-5-nitro-2,3-dihydro-1H-inden-1-yl ester FC1=C(C=CC(=C1)OC1=C2CC[C@@H](C2=CC=C1[N+](=O)[O-])OP(=O)(N1CC1)N1CC1)C1=CC=C(C=C1)F